O1C(=CC=C1)/C=C/C(=O)NC1=CC(=CC=C1)C=1N=NC(=CC1)N1CCCC1 (E)-3-(furan-2-yl)-N-(3-(6-(pyrrolidin-1-yl)pyridazin-3-yl)phenyl)acrylamide